CC(C)(C)S(=O)N (+/-)-tert-Butylsulfinamide